CC1=NOC(=C1C=1C=CC(=C(C1)N(C=1C=CC=C(C1)OCC(=O)OC(C)(C)C)C1=CC(=C(C=C1)F)N1C=NC=C1)C)C t-butyl 2-((5-((5-(3,5-Dimethylisoxazol-4-yl)-2-methyl phenyl)(4-fluoro-3-(1H-imidazol-1-yl)phenyl)amino)phenyl)oxy)acetate